OC1CCC(CC1)CC1CCC(CC1)O Bis(4-hydroxy-cyclohexyl)-methan